C(#N)C=1C=C(COC2=CC=C(C=C2)C=2C=C(C(NC2C(F)(F)F)=O)C(=O)N)C=CC1 5-(4-((3-Cyanobenzyl)oxy)phenyl)-2-oxo-6-(trifluoromethyl)-1,2-dihydropyridine-3-carboxamide